BrC=1C(N(C(N(N1)CC1=CC=C(C=C1)OC)=O)CC1=CC=C(C=C1)OC)=O 6-bromo-2,4-bis[(4-methoxyphenyl)methyl]-1,2,4-triazine-3,5-dione